C(#N)C1=C(C=C(C2=C1CCO2)C2=CC=C(C=C2)C(C)C)NCC(C(=O)N)=C 2-(((4-Cyano-7-(4-isopropylphenyl)-2,3-dihydrobenzofuran-5-yl)amino)methyl)acrylamide